C(C)(=O)OC1C(C(CCC1C(C)C)C)OC (2-methoxy)-menthyl acetate